methyl 2-(benzyloxy)-4-(N-(4-cyclohexylbenzyl)-2,2,2-trifluoroacetamido)benzoate C(C1=CC=CC=C1)OC1=C(C(=O)OC)C=CC(=C1)N(C(C(F)(F)F)=O)CC1=CC=C(C=C1)C1CCCCC1